C[C@H]1CC[C@@H](N(C1)C(C(=O)NC=1C2=C(C=NC1)C=NN2C2OCCCC2)=O)C=2C=CC1=C(N=C(S1)CCN1CCCC1)C2 2-((2R,5S)-5-methyl-2-(2-(2-(pyrrolidin-1-yl)ethyl)benzo[d]thiazol-5-yl)piperidin-1-yl)-2-oxo-N-(1-(tetrahydro-2H-pyran-2-yl)-1H-pyrazolo[4,3-c]pyridin-7-yl)acetamide